Dibutyl 9,9'-((4-((2-(4-(2-((4-(bis(9-butoxy-2-hydroxy-9-oxononyl)amino)butanoyl)oxy)ethyl)piperazin-1-yl)ethyl)disulfaneyl)butyl)azanediyl)bis(8-hydroxynonanoate) C(CCC)OC(CCCCCCC(CN(CCCC(=O)OCCN1CCN(CC1)CCSSCCCCN(CC(CCCCCCC(=O)OCCCC)O)CC(CCCCCCC(=O)OCCCC)O)CC(CCCCCCC(OCCCC)=O)O)O)=O